N-[(2S)-1-({(1S)-1-cyano-2-[(3S)-2-oxopyrrolidin-3-yl]ethyl}amino)-4-methyl-1-oxopentan-2-yl]-6-methyl-1H-indole-2-carboxamide C(#N)[C@H](C[C@H]1C(NCC1)=O)NC([C@H](CC(C)C)NC(=O)C=1NC2=CC(=CC=C2C1)C)=O